C(C)N(CCNCCO)CC 2-((2-(diethylamino)ethyl)amino)-1-ethanol